5-(((4-(1,3-dioxolan-2-yl)-6-methoxypyridin-3-yl)oxy)methyl)nicotinic acid O1C(OCC1)C1=C(C=NC(=C1)OC)OCC=1C=NC=C(C(=O)O)C1